2-(Cyclopropoxy)-4-[rac-(3S)-3-methyl-2,3,4,5-tetrahydropyridin-6-yl]pyridine C1(CC1)OC1=NC=CC(=C1)C=1CC[C@@H](CN1)C |r|